2-isopropyl-11-(5-(trimethylgermyl)pyridin-2-yl)dibenzo[f,h]quinoline C(C)(C)C1=NC2=C3C(=C4C(=C2C=C1)C=CC=C4)C=CC(=C3)C3=NC=C(C=C3)[Ge](C)(C)C